5-{[1-(4-chlorophenyl)-1H-pyrazol-3-yl]oxy}-2-methoxyimino-N,3-dimethylpent-3-enamide ClC1=CC=C(C=C1)N1N=C(C=C1)OCC=C(C(C(=O)NC)=NOC)C